C(C)(C)(C)OC(NC=1C=NC=C(C1C#C[Si](C)(C)C)F)=O N-[5-fluoro-4-(2-trimethylsilylethynyl)-3-pyridinyl]carbamic acid tert-butyl ester